ClC1=CC=C(CN2CCNC3=CC=CC=C23)C=C1 1-(4-chlorobenzyl)-1,2,3,4-tetrahydroquinoxalin